N-((1r,3r)-3-((5-([1,2,4]triazolo[1,5-a]pyridin-6-yl)-4-methoxypyrrolo[2,1-f][1,2,4]triazin-2-yl-7-d)amino)-1-methylcyclobutyl)acetamide N=1C=NN2C1C=CC(=C2)C=2C=C(N1N=C(N=C(C12)OC)NC1CC(C1)(C)NC(C)=O)[2H]